NC=1C2=C(N=CN1)N(C=C2SC)CC(=O)O 2-(4-amino-5-(methylthio)-7H-pyrrolo[2,3-d]pyrimidin-7-yl)acetic acid